6-((5S)-5-methylpiperidin-2-yl)spiro[benzo[b][1,4]oxazine-2,1'-cyclopropane]-3(4H)-one C[C@H]1CCC(NC1)C1=CC2=C(OC3(CC3)C(N2)=O)C=C1